3-[7-[(5-morpholino-2-pyridyl)amino]-1-oxo-2,3-dihydropyrrolo[3,4-c]pyridin-4-yl]imidazo[1,2-a]pyridine-7-carbonitrile O1CCN(CC1)C=1C=CC(=NC1)NC=1C2=C(C(=NC1)C1=CN=C3N1C=CC(=C3)C#N)CNC2=O